(R)-3-(2-((phenylmethyl)sulfonamido)-4-(4-(4-((6-(trifluoromethyl)pyridazin-3-yl)oxy)phenyl)-piperidine-1-carbonyl)phenoxy)pyrrolidin-1-ium 2,2,2-trifluoroacetate FC(C(=O)[O-])(F)F.C1(=CC=CC=C1)CS(=O)(=O)NC1=C(O[C@H]2C[NH2+]CC2)C=CC(=C1)C(=O)N1CCC(CC1)C1=CC=C(C=C1)OC=1N=NC(=CC1)C(F)(F)F